1,5-di-O-acetyl-2,3,4,6-tetra-O-methyl-galactitol C(C)(=O)OC[C@H](OC)[C@@H](OC)[C@@H](OC)[C@H](OC(C)=O)COC